CC(C(=O)NOC1OCCCC1)(CCN1C(C=C(C=C1)C1=CC=C(C=C1)C=1N=NN(C1)CC1(COC1)C)=O)S(=O)(=O)C 2-methyl-4-(4-(4-(1-((3-methyloxetan-3-yl)methyl)-1H-1,2,3-triazol-4-yl)phenyl)-2-oxopyridin-1(2H)-yl)-2-(methylsulfonyl)-N-((tetrahydro-2H-pyran-2-yl)oxy)butanamide